OC[C@H](C1=CC=CC=C1)NC1=NC(=NC=C1C=1OC(=NN1)C1=NC=CC=C1)NC1=CC=C2C(=N1)C(NC2=O)(C)C (S)-2-((4-((2-hydroxy-1-phenylethyl)amino)-5-(5-(pyridin-2-yl)-1,3,4-oxadiazol-2-yl)pyrimidin-2-yl)amino)-7,7-dimethyl-6,7-dihydro-5H-pyrrolo[3,4-b]pyridin-5-one